5-(5-(2-(piperidin-3-ylmethoxy)phenyl)isoxazol-3-ylamino)pyrazine-2-carbonitrile N1CC(CCC1)COC1=C(C=CC=C1)C1=CC(=NO1)NC=1N=CC(=NC1)C#N